COC(=O)C1=C(C(=NN1C=1SC(=C(N1)C1=CC=C(C=C1)C(F)(F)F)C=C)C)Br 4-Bromo-3-methyl-1-(4-(4-(trifluoromethyl)phenyl)-5-vinylthiazol-2-yl)-1H-pyrazole-5-carboxylic acid methyl ester